OCC([C@H](C[C@H]1C(NCC1)=O)NC(=O)[C@@H]1N(CCN(C1)C1=CC=CC=C1)C(=O)C1(C2=CC=CC=C2C=2C=CC=CC12)O)=O (R)-N-((S)-4-hydroxy-3-oxo-1-((S)-2-oxopyrrolidin-3-yl)butan-2-yl)-1-(9-hydroxy-9H-fluorene-9-carbonyl)-4-phenylpiperazine-2-carboxamide